[Ti+3].C(CCCCCCCCCCCCCCC(C)C)(=O)[O-].C(CCCCCCCCCCCCCCC(C)C)(=O)[O-].C(CCCCCCCCCCCCCCC(C)C)(=O)[O-] triisostearate titanium